3,6-di-chloro-1H-pyrazolo[3,4-d]pyrimidine ClC1=NNC2=NC(=NC=C21)Cl